3-(2-pyrrolidinyl-1-methylethyl)-α-methylstyrene N1(CCCC1)CC(C)C=1C=C(C(=C)C)C=CC1